C(C)[N+]1=CC(C2=CC(=CC=C12)S(=O)(=O)O)(C)C 1-ethyl-3,3-dimethyl-5-sulfo-3H-indolium